tert-butyl 6-(4-(4-chloro-7,7-dimethyl-5-oxo-5,7-dihydroindolo[1,2-a]quinazolin-10-yl)piperidin-1-yl)-2-azaspiro[3.3]heptane-2-carboxylate ClC=1C=2C(N=C3N(C2C=CC1)C1=CC(=CC=C1C3(C)C)C3CCN(CC3)C3CC1(CN(C1)C(=O)OC(C)(C)C)C3)=O